1-(5-((4-cyclopropylpiperazin-1-yl)methyl)benzo[d]isoxazol-3-yl)dihydropyrimidine-2,4(1H,3H)-dione C1(CC1)N1CCN(CC1)CC=1C=CC2=C(C(=NO2)N2C(NC(CC2)=O)=O)C1